C(C=C)(=O)N1CC(CC1)C=1C=C(C=C2C=NC=NC12)C1=CC=C(C(=O)NC2=NC=CC(=C2)C#N)C=C1 4-(8-(1-acryloylpyrrolidin-3-yl)quinazolin-6-yl)-N-(4-cyanopyridin-2-yl)benzamide